CCC(CCCC)NC([O-])=O Heptane-3-ylcarbamate